(((5-(methylthio)pyrimidin-2-yl)amino)methyl)pyrrolidin-2-one CSC=1C=NC(=NC1)NCN1C(CCC1)=O